tris-(hydroxymethyl)methylamine OCC(N)(CO)CO